O=C1C=CC(=NN1C1=CC=CC=C1)C(=O)OC methyl 6-oxo-1-phenyl-Pyridazine-3-carboxylate